FC1(CC(C1)OC1=C(C(C=CC=C1)=O)O)F 3-(3,3-difluorocyclobutoxy)-2-hydroxycyclohepta-2,4,6-trien-1-one